COC(=O)C=1C(=NC(=C(C1O)C(=O)OC)C)C 4-hydroxy-2,6-dimethylpyridine-3,5-dicarboxylic acid dimethyl ester